C(C1=CC=CC=C1)[C@@H]1N(C(OC1)=O)C([C@@H](CC1=CC(=CC=C1)SCC1=CC=CC=C1)[C@@H]1CN(CC1)C(=O)OC(C)(C)C)=O tert-Butyl (3R)-3-[(1S)-2-[(4S)-4-benzyl-2-oxo-oxazolidin-3-yl]-1-[(3-benzylsulfanylphenyl)methyl]-2-oxo-ethyl]pyrrolidine-1-carboxylate